tert-butyl 6-((4-((2-(cyclopropanecarboxamido)pyridin-4-yl)oxy)-2,5-difluorophenyl)carbamoyl)-1H-indole-1-carboxylate C1(CC1)C(=O)NC1=NC=CC(=C1)OC1=CC(=C(C=C1F)NC(=O)C1=CC=C2C=CN(C2=C1)C(=O)OC(C)(C)C)F